FC=1C(=C(C=CC1F)[C@H]1[C@H](O[C@]([C@H]1C)(C(F)(F)F)C)C(=O)NC1=CC(=NC(=C1)C)C(=O)N)OC 4-[[(2S,3S,4S,5R)-3-(3,4-Difluoro-2-methoxy-phenyl)-4,5-dimethyl-5-(trifluoromethyl)tetrahydrofuran-2-carbonyl]amino]-6-methyl-pyridin-2-carboxamid